3-phenylpropane-2-En-1-yl 1H-imidazole-1-carboxylate N1(C=NC=C1)C(=O)OCC=CC1=CC=CC=C1